C(C=C)(=O)N1CC2(C1)CN(CC2)C2=NC(=NC(=C2C#N)C2=C1C=NNC1=CC=C2C)NCCCN(C)C 4-(2-acryloyl-2,6-diazaspiro[3.4]octan-6-yl)-2-((3-(dimethylamino)propyl)amino)-6-(5-methyl-1H-indazol-4-yl)pyrimidine-5-carbonitrile